C(C)(C)(C)OC(NC1=CC=C(C=C1)C1=NC=CC(=C1)Cl)=O (4-(4-chloropyridine-2-yl)phenyl)carbamic acid tert-butyl ester